ClC=1C=C(C=CC1Cl)N(CC)CC=1N=NNC1C(=O)O 4-(((3,4-dichlorophenyl)(ethyl)amino)methyl)-1H-1,2,3-triazole-5-carboxylic acid